dicyclohexyl-(o-tolyl)phosphine oxide C1(CCCCC1)P(C1=C(C=CC=C1)C)(C1CCCCC1)=O